ethyl 4-nitro-1,3-dioxoisoindoline-2-carboxylate [N+](=O)([O-])C1=C2C(N(C(C2=CC=C1)=O)C(=O)OCC)=O